FC1=CC=C(C=C1)N1C(C(=C(C=C1)OC)C(=O)OC)=O methyl 1-(4-fluorophenyl)-4-methoxy-2-oxo-1,2-dihydropyridine-3-carboxylate